2-chloro-N-(4-((3-chloro-2-fluorophenyl)-amino)-7-(((1R,5S)-3-methyl-3-azabicyclo[3.1.0]hexane-1-yl)ethynyl)quinazolin-6-yl)-2-fluoroacetamide ClC(C(=O)NC=1C=C2C(=NC=NC2=CC1C#C[C@@]12CN(C[C@H]2C1)C)NC1=C(C(=CC=C1)Cl)F)F